P(=S)([S-])([O-])[O-] dithiophosphate